C(C)(=O)OC(C=C)(CCC=C(C)C)C 3,7-dimethyl-1,6-octadien-3-yl acetate